cis-13-docosen-1-ol C(CCCCCCCCCCC\C=C/CCCCCCCC)O